ClC=1C(=NN(C1C)C1=CC=C(C=N1)S(=O)(=O)NC=1C(=CC=C2C=NN(C12)C)OC)C 6-(4-chloro-3,5-dimethylpyrazol-1-yl)-N-(6-methoxy-1-methylindazol-7-yl)pyridine-3-sulfonamide